CN1CC(=C(C(=C1)C(=O)N)N)CCC 1-methyl-3-propyl-4-aminopyridine-5-carboxamide